4-dimethylaminoaniline CN(C1=CC=C(N)C=C1)C